ClC1=C(C=CC=C1NC=1N=CC=C2C=C(C=NC12)CN1C[C@@H](CC1)O)C1=C(C(=CC=C1)NC=1C=2N(C=CN1)C(=CN2)C=C)Cl (R)-1-((8-(2,2'-dichloro-3'-(3-vinylimidazo[1,2-a]pyrazin-8-ylamino)biphenyl-3-ylamino)-1,7-naphthyridin-3-yl)methyl)pyrrolidin-3-ol